2-[6-[3-(Difluoromethyl)-4-fluoro-phenyl]pyrazolo[3,4-b]pyrazin-1-yl]-1-(3-methylazetidin-1-yl)ethanone FC(C=1C=C(C=CC1F)C1=CN=C2C(=N1)N(N=C2)CC(=O)N2CC(C2)C)F